allyl(methyl)1-naphthyl(phenyl)silane C(C=C)[Si](C1=CC=CC=C1)(C1=CC=CC2=CC=CC=C12)C